C(C)C1=CC(=NO1)C(=O)N(C)OC 5-ethyl-N-methoxy-N-methyl-1,2-oxazole-3-carboxamide